{2-[4-bromo-1-(tetrahydrofuran-3-yl)-1H-pyrazol-5-yl]ethoxy}-3,4-dihydroisoquinoline-2(1H)-carboxylic acid tert-butyl ester C(C)(C)(C)OC(=O)N1C(C2=CC=CC=C2CC1)OCCC1=C(C=NN1C1COCC1)Br